N-benzyl-1-(2,4-dimethoxyphenyl)methanamine C(C1=CC=CC=C1)NCC1=C(C=C(C=C1)OC)OC